N-(2,2-dimethylpropyl)-6-(3-fluoroanilino)-3-methoxy-pyridine-2-carboxamide CC(CNC(=O)C1=NC(=CC=C1OC)NC1=CC(=CC=C1)F)(C)C